6-(cyclopropylmethoxy)-N-[(1S)-2-hydroxy-1-methyl-ethyl]-5-(3-methoxyazetidin-1-yl)pyridine-2-carboxamide C1(CC1)COC1=C(C=CC(=N1)C(=O)N[C@H](CO)C)N1CC(C1)OC